2-(2,2-difluoroethylOxy)benzonitrile FC(COC1=C(C#N)C=CC=C1)F